C(C(=O)O)(=O)O.N[C@@H]1CN(CC1)C(C#CC1=CC(=C(C=C1)C1=CC=CC=C1)C(F)(F)F)=O 1-[(3S)-3-aminopyrrolidin-1-yl]-3-[2-(trifluoromethyl)[1,1'-biphenyl]-4-yl]prop-2-yn-1-one mono-oxalate